5-Fluoro-4-(8-fluoroquinolin-6-yl)-N-(1-(methylsulfonyl)piperidin-3-yl)pyrimidin-2-amine FC=1C(=NC(=NC1)NC1CN(CCC1)S(=O)(=O)C)C=1C=C2C=CC=NC2=C(C1)F